5-(6-Cyanopyrimidin-4-yl)-5-azaspiro[2.5]octane-8-carboxylic acid C(#N)C1=CC(=NC=N1)N1CC2(CC2)C(CC1)C(=O)O